FC1=C(C=CC(=N1)C(=O)NC)N1CCN(CC1)CC1=NC=C2C=C(C(NC2=C1F)=O)C 6-fluoro-5-(4-((8-fluoro-3-methyl-2-oxo-1,2-dihydro-1,6-naphthyridin-7-yl)methyl)piperazin-1-yl)-N-methylpyridinecarboxamide